BrC=1C=CN2N=CNC(C21)Cl 5-bromo-4-chloro-3,4-dihydropyrrolo[2,1-f][1,2,4]triazine